4'-bromo-2,5-difluoro-1,1'-biphenyl BrC1=CC=C(C=C1)C1=C(C=CC(=C1)F)F